8-(4-(4-(tert-butoxycarbonyl)piperazin-1-yl)butanamido)quinoline-4-carboxylic acid C(C)(C)(C)OC(=O)N1CCN(CC1)CCCC(=O)NC=1C=CC=C2C(=CC=NC12)C(=O)O